C1(CC(CCC1)CN)CN 3-cyclohexanedimethylamine